O1C(=CC=C1)C(P1(OC2=C(C3=C(O1)C=CC=C3)C=CC=C2)=O)O 6-(furan-2-yl(hydroxy)methyl)dibenzo[d,f][1,3,2]dioxaphosphepine-6-oxide